N-(1-(3-chlorophenyl)-1,2,3,4-tetrahydroquinolin-3-yl)acrylamide ClC=1C=C(C=CC1)N1CC(CC2=CC=CC=C12)NC(C=C)=O